FCCCN1CC(C1)=CC1=CC=C(C=C1)C1=C(CCCC2=C1C=CC(=C2)C(=O)O)C2=CC=CC=1CCCCC21 9-(4-((1-(3-fluoropropyl)azetidin-3-ylidene)methyl)phenyl)-8-(5,6,7,8-tetrahydronaphthalen-1-yl)-6,7-dihydro-5H-benzo[7]annulene-3-carboxylic acid